C1=CC=CC=2C3=CC=CC=C3C(C12)COC(N(C)CC1=C(C=CC(=C1)[N+](=O)[O-])CO[Si](C1=CC=CC=C1)(C1=CC=CC=C1)C(C)(C)C)=O.C1(=CC=CC=2C3=CC=CC=C3NC12)C1=C(C=CC=C1)C=1C(=C2C(=CC1)N=C1C=CC3=C4C=CC=CC4=NC3=C12)C1=C(C=CC=C1)C=1C(=CC=CC1)C1=CC=CC=C1 [(carbazolyl)phenyl](terphenylyl)indolocarbazole (9H-fluoren-9-yl)methyl-(2-(((tert-butyldiphenylsilyl)oxy)methyl)-5-nitrobenzyl)(methyl)carbamate